O=C1C2(C=3C(=NC=CC3)N1)CC1=C(N=C(S1)C(=O)O)CC2 2'-Oxo-1',2',4,7-tetrahydro-5H-spiro[benzo[d]thiazole-6,3'-pyrrolo[2,3-b]pyridine]-2-Formic acid